(2S,4r)-1-[(2S)-2-[4-(5-chloro-2-methoxy-phenyl)triazol-1-yl]-3,3-dimethyl-butyryl]-4-hydroxy-N-methyl-pyrrolidine-2-carboxamide ClC=1C=CC(=C(C1)C=1N=NN(C1)[C@H](C(=O)N1[C@@H](C[C@H](C1)O)C(=O)NC)C(C)(C)C)OC